3-Phospho-D-GLYCERIC ACID C([C@H](C(=O)O)O)OP(=O)(O)O